The molecule is an enone that consists of 7-oxohepta-1,3,5-triene-1,7-diyl moiety substituted by a 4-hydroxyphenyl substituent at C-1 and at C-7. It is isolated from the rhizomes of Etlingera elatior and has been found to inhibit lipid peroxidation. It has a role as a metabolite and an antioxidant. It is a polyphenol, an enone and an aromatic ketone. C1=CC(=CC=C1/C=C/C=C/C=C/C(=O)C2=CC=C(C=C2)O)O